C(=O)C=1C=C(C=CC1)P(C1=CC(=CC=C1)C=O)C1=CC(=CC=C1)C=O tri(3-formylphenyl)phosphine